[3-(dimethylamino)propyl]-D-alaninamide CN(CCCN[C@H](C)C(=O)N)C